(20Z)-N,N-dimethyl-nonacosan-20-en-10-ylamine CN(C)C(CCCCCCCCC)CCCCCCCCC\C=C/CCCCCCCC